4-(1H-tetrazol-1-yl)aniline N1(N=NN=C1)C1=CC=C(N)C=C1